N-(THIAZOLINE-2-YL)3-BORONOBENZAMIDE S1C(=NCC1)NC(C1=CC(=CC=C1)B(O)O)=O